decahydro-2,6-dimethyl-naphthalenedicarboxylate CC1(C(C2CCC(CC2CC1)C)C(=O)[O-])C(=O)[O-]